2-cyclopropyl-8H-pyrimido[1,2-b]pyridazin-8-one C1(CC1)C1=NC=2N(N=CC(C2)=O)C=C1